1-butylsulfanylbutane C(CCC)SCCCC